[4-[[3-(2,3-difluoro-4-methoxy-phenyl)imidazo[1,2-a]pyrazin-8-yl]amino]-2-methyl-phenyl]-[4-[(2S,4R)-4-hydroxypyrrolidine-2-carbonyl]piperazin-1-yl]methanone hydrochloride Cl.FC1=C(C=CC(=C1F)OC)C1=CN=C2N1C=CN=C2NC2=CC(=C(C=C2)C(=O)N2CCN(CC2)C(=O)[C@H]2NC[C@@H](C2)O)C